tert-butyl (3R)-3-[[5-(4-chloro-2-hydroxy-6-methyl-phenyl)oxazolo[4,5-b]pyridin-2-yl]amino]piperidine-1-carboxylate ClC1=CC(=C(C(=C1)C)C1=CC=C2C(=N1)N=C(O2)N[C@H]2CN(CCC2)C(=O)OC(C)(C)C)O